P(=O)(O)(O)O.N1C=C(C2=CC=CC=C12)C=1NC=C(N1)C(=O)C1=CC(=C(C(=C1)OC)OC)OC [2-(1H-indol-3-yl)-1H-imidazol-4-yl](3,4,5-trimethoxyphenyl)methanone phosphate